C(CCCCCCCCCCCCCCC)(=O)OC=1C(=O)O[C@@H](C1OC(CCCCCCCCCCCCCCC)=O)[C@@H](OC(CCCCCCCCCCCCCCC)=O)COC(CCCCCCCCCCCCCCC)=O ascorbic acid tetrapalmitate